1,8-Diazabicyclo(5.4.0)undec-7-enium [NH+]12CCCCCC2=NCCC1